2-(2-benzyloxy-3,5-dibromophenyl)-6-bromopyridine C(C1=CC=CC=C1)OC1=C(C=C(C=C1Br)Br)C1=NC(=CC=C1)Br